C(C)(=O)C1=C(C=C(C(=C1F)C=1C=NNC1)F)NC(C1=C(C=CC(=C1)C#N)Cl)=O N-(2-acetyl-3,5-difluoro-4-(1H-pyrazol-4-yl)phenyl)-2-chloro-5-cyanobenzamide